N-butyl-N-phenyl-urea C(CCC)N(C(=O)N)C1=CC=CC=C1